C(C)(C)OC=1SC2=C(N1)C=CC(=C2)N 2-isopropoxybenzo[d]thiazol-6-amine